2-[4-(ethoxycarbonyl)-2,2-dimethyl-2,5-dihydrothiophene-3-carbonyl]hydrazine C(C)OC(=O)C1=C(C(SC1)(C)C)C(=O)NN